6-(4-((pyridin-2-ylmethyl)amino)quinazolin-6-yl)imidazo[1,2-a]Pyridine-2-carboxylic acid methyl ester COC(=O)C=1N=C2N(C=C(C=C2)C=2C=C3C(=NC=NC3=CC2)NCC2=NC=CC=C2)C1